C(=O)(O)C=1C=C(C=C(C1)C(=O)O)C1=C(C=C(C=C1OC)C1=CC(=CC(=C1)C(=O)O)C(=O)O)OC 1,4-bis(3,5-dicarboxyphenyl)-2,6-dimethoxybenzene